C(CCCCC(CCCCCN)N)N undecane-1,6,11-triamine